2-(4-(2-((4-chlorophenyl)amino)-2-oxoethoxy)-3-methoxybenzeneYl)-N-cyclohexyl-2-oxoacetamide ClC1=CC=C(C=C1)NC(COC1=C(C=C(C=C1)C(C(=O)NC1CCCCC1)=O)OC)=O